4,4-diisocyanatotoluene N(=C=O)C1(CC=C(C)C=C1)N=C=O